2,2-dimethyl-cyclopropane-1-carboxamide CC1(C(C1)C(=O)N)C